(2,4,6-trimethylphenyl)methyl mercaptan CC1=C(C(=CC(=C1)C)C)CS